Cl.C(C)(C)OC=1C=CC(=NC1)O[C@H]1[C@@H](CNCC1)O |r| (±)-trans-4-((5-isopropoxypyridin-2-yl)oxy)piperidin-3-ol HCl